[Br-].C(=C)C1=CC=C(CNC(CCCCC[N+](C)(C)CCCCCCCCCCCCCCCC)O)C=C1 N-(6-(p-vinylbenzylamino)-6-hydroxyhexyl)-N,N-dimethyl-hexadecyl-ammonium bromide